[Si](C1=CC=CC=C1)(C1=CC=CC=C1)(C(C)(C)C)OC[C@@]12CCCN2C[C@@H](C1)F (2R,7aR)-7a-(((tert-butyldiphenylsilyl)oxy)methyl)-2-fluorohexahydro-1H-pyrrolizine